C[Si](C#CCC1(CC1)C(=O)O)(C)C 1-[3-(Trimethylsilyl)prop-2-yn-1-yl]cyclopropane-1-carboxylic acid